CC1=CN=C(S1)C=1C=C(C(=O)N[C@H](C)C=2C=NC(=NC2)C(F)(F)F)C=C(C1)OCC1CCOCC1 3-(5-Methyl-1,3-thiazol-2-yl)-5-(tetrahydro-2H-pyran-4-ylmethoxy)-N-[(1R)-1-[2-(trifluoromethyl)pyrimidin-5-yl]ethyl]benzamide